FC(C1CC2=C(N(N=C2C(=O)N2CCC(CC2)O)CC(=O)N2CCN(CC2)C2=C(C(=CC=C2)C)C)C1)F 2-[5-(Difluoromethyl)-3-(4-hydroxypiperidin-1-carbonyl)-5,6-dihydro-4H-cyclopenta[c]pyrazol-1-yl]-1-[4-(2,3-dimethylphenyl)piperazin-1-yl]ethanon